FC(C=1C=CC(=NC1)C(=O)NN)(F)F 5-(trifluoromethyl)pyridinecarbohydrazide